(S)-1-(4-(4-(((R)-1-(3-(difluoromethyl)-2-fluorophenyl)ethyl)amino)-2-methyl-8,9-dihydrofuro[2,3-h]quinazolin-6-yl)-4-hydroxypiperidin-1-yl)-2-hydroxypropan-1-one FC(C=1C(=C(C=CC1)[C@@H](C)NC1=NC(=NC2=C3C(=C(C=C12)C1(CCN(CC1)C([C@H](C)O)=O)O)OCC3)C)F)F